N1(C=NC=C1)C1=NC(=CC(=N1)N1[C@H](CCC1)C(=O)O)C (R)-1-(2-imidazol-1-yl-6-methyl-pyrimidin-4-yl)-pyrrolidine-2-carboxylic acid